2-(2-ethylphenoxy)acethydrazide C(C)C1=C(OCC(=O)NN)C=CC=C1